ClC1=CC=CC2=C1C(=NO2)NS(=O)(=O)C2=CC=C(C=C2)OC(C)C N-(4-chlorobenzo[d]isoxazol-3-yl)-4-isopropoxybenzenesulfonamide